(5-methoxycarbonyl-3-pyridyl)boronic acid COC(=O)C=1C=C(C=NC1)B(O)O